methyl (E)-3-((R)-((R)-5-hydroxy-5-(methoxymethyl)cyclopent-1-en-1-yl)((1S,3R)-3-isopropyl-1-methyl-2-methylenecyclopentyl)methoxy)acrylate O[C@@]1(CCC=C1[C@H](O/C=C/C(=O)OC)[C@@]1(C([C@H](CC1)C(C)C)=C)C)COC